ClC=1C(=CC(=C(C1)S1C[C@H](CN2C(NC(C3=CC(=CC1=C23)C(F)(F)F)=O)=O)OCOC)F)F (3S)-l-1-(5-chloro-2,4-difluorophenyl)-3-(methoxymethoxy)-10-(trifluoromethyl)-3,4-dihydro-2H,6H-[1,4]thiazepino[2,3,4-ij]quinazoline-6,8(7H)-dione